octanetetrathiol 2,2-dimethyl-5-nitro-3,4-Dihydro-2H-benzo[b][1,4]oxazine-3-carboxylate CC1(C(NC2=C(O1)C=CC=C2[N+](=O)[O-])C(=O)O)C.C(C(CCCCCC)S)(S)(S)S